BrC1=CC=C2C(N(C=NC2=C1)CC1=CC(=CC=C1)OC)=O 7-bromo-3-(3-methoxybenzyl)quinazolin-4(3H)-one